5-{3-[(S)-Hydroxy-(3-methyl-azetidin-3-yl)-(4-trifluoromethoxy-phenyl)-methyl]-phenyl}-[1,2,4]oxadiazole-3-carboxylic acid (pyrazin-2-ylmethyl)-amide N1=C(C=NC=C1)CNC(=O)C1=NOC(=N1)C1=CC(=CC=C1)[C@@](C1=CC=C(C=C1)OC(F)(F)F)(C1(CNC1)C)O